C[Si](C)(C)[Ge-]([Si](C)(C)C)[Si](C)(C)C tris(tri-methylsilyl)germanide